CC1([C@H](C[C@H]1C1=CC=C(C=C1)C(F)(F)F)OC=1C=C2C(=CNC2=CC1)NC(C)=O)C N-(5-(cis-2,2-dimethyl-3-(4-(trifluoromethyl)phenyl)cyclobutoxy)-1H-indol-3-yl)acetamide